O=C1N(C(C2=CC(=CC=C12)N)=O)C1C(NC(CC1)=O)=O 1,3-dioxo-2-(2,6-dioxopiperidin-3-yl)-5-aminoisoindoline